4-{3-[(2,4-Diamino-6-ethylpyrimidin-5-yl)oxy]propoxy}-N-hydroxybenzamide NC1=NC(=C(C(=N1)N)OCCCOC1=CC=C(C(=O)NO)C=C1)CC